CNCC=1C=NC(=CC1)C(F)(F)F N-methyl-1-(6-(trifluoromethyl)-pyridin-3-yl)methanamine